Cl[Pd]P(C1=C(C=CC=C1)C1=C(C=C(C=C1C(C)C)C(C)C)C(C)C)(C1CCCCC1)C1CCCCC1 (chloro){dicyclohexyl-[2',4',6'-tris(propan-2-yl)biphenyl-2-yl]-λ5-phosphanyl}palladium